[(3,4-dimethoxyphenyl)methyl]-7-methoxy-quinazoline-4,6-diamine COC=1C=C(C=CC1OC)CC1=NC2=CC(=C(C=C2C(=N1)N)N)OC